(3R,10S,14S)-1-[(1r,4S)-4-(aminomethyl)cyclohexyl]-3-{[3-(methylamino)naphthalen-2-yl]methyl}-1,4,12-trioxo-2,5,11,13-tetraazahexadecane-10,14,16-tricarboxylic acid NCC1CCC(CC1)C(N[C@@H](C(NCCCC[C@H](NC(N[C@@H](CCC(=O)O)C(=O)O)=O)C(=O)O)=O)CC1=CC2=CC=CC=C2C=C1NC)=O